α-cyclopropyl-α-(p-methoxyphenyl)-5-pyrimidinemethanol C1(CC1)C(O)(C=1C=NC=NC1)C1=CC=C(C=C1)OC